N-(4-phenoxyphenyl)pivaloamide tert-butyl-((1S,3R)-3-((2-bromo-6-(hydroxymethyl)pyridin-3-yl)oxy)cyclopentyl)carbamate C(C)(C)(C)N(C(O)=O)[C@@H]1C[C@@H](CC1)OC=1C(=NC(=CC1)CO)Br.O(C1=CC=CC=C1)C1=CC=C(C=C1)NC(C(C)(C)C)=O